C(C=C)OC1(CCC1)C1=CC(=NC=C1Br)N1CCOCC1 4-(4-(1-(allyloxy)cyclobutyl)-5-bromopyridin-2-yl)morpholine